C1(C=CC2=CC=CC=C12)[Zr](OC)(OC)OC (indenyl)trimethoxyzirconium